2-(4-(7-chloro-1-methyl-2,3-dioxo-2,3-dihydropyrido[2,3-b]pyrazin-4(1H)-yl)piperidin-1-yl)-N,N-dimethylpyrimidine-5-carboxamide ClC1=CC2=C(N(C(C(N2C)=O)=O)C2CCN(CC2)C2=NC=C(C=N2)C(=O)N(C)C)N=C1